1-[(tert-butoxy)carbonyl]-(±)-trans-4-methylpyrrolidine-3-carboxylic acid C(C)(C)(C)OC(=O)N1C[C@H]([C@@H](C1)C)C(=O)O |r|